ClC=1C=C(C=CC1)C1(CC1)C=1NC(C2=C(N1)CCN(C2)C(C(O)C=2C=C(C=CC2)C2=CC(=CC=C2)F)=O)=O 2-(1-(3-chlorophenyl)cyclopropyl)-6-(2-(3'-fluoro-[1,1'-biphenyl]-3-yl)-2-hydroxyacetyl)-5,6,7,8-tetrahydropyrido[4,3-d]pyrimidin-4(3H)-one